C(CCCCCCCCCCC)OC(C1=CC=C(C=C1)O)=O para-hydroxybenzoic acid dodecyl ester